C(#N)C[C@H](CC(=O)NC=1SC(=C(N1)C)C(=O)OC(C)(C)C)NC(=O)C1=NC(=CC=C1)C=1C=NN(C1)C tert-butyl 2-[(3R)-4-cyano-3-{[6-(1-methyl-1H-pyrazol-4-yl) pyridin-2-yl] formylamino} butyrylamino]-4-methyl-1,3-thiazole-5-carboxylate